CC(CCCC=O)CCC=C(C)C 5,9-dimethyl-dec-8-enal